N-(5-chloro-2-ethynylphenyl)-4-methylbenzenesulfonamide ClC=1C=CC(=C(C1)NS(=O)(=O)C1=CC=C(C=C1)C)C#C